N-(5-(3-(7H-pyrrolo[2,3-d]pyrimidin-4-yl)pyridin-2-ylamino)-2-fluorophenyl)-3-fluoro-5-(trifluoromethyl)benzamide N1=CN=C(C2=C1NC=C2)C=2C(=NC=CC2)NC=2C=CC(=C(C2)NC(C2=CC(=CC(=C2)C(F)(F)F)F)=O)F